C(C)(CC)C1C(NC2=C(CN1C(=O)C1=CC(NC=C1)=O)C=CC=C2)=O 3-(sec-butyl)-4-(2-oxo-1,2-dihydropyridine-4-carbonyl)-1,3,4,5-tetrahydro-2H-benzo[1,4]diazepin-2-one